3-[1,3-Dioxo-5-(1H-[1,2,3]triazol-4-yl)-1,3-dihydroisoindol-2-yl]biphenyl-4-carboxylic acid O=C1N(C(C2=CC(=CC=C12)C=1N=NNC1)=O)C=1C=C(C=CC1C(=O)O)C1=CC=CC=C1